[6-(4-Ethyl-piperazin-1-yl)-2-methyl-pyrimidin-4-yl]-(5-pyridin-4-yl-thiazol-2-yl)-amine hydrochloride Cl.C(C)N1CCN(CC1)C1=CC(=NC(=N1)C)NC=1SC(=CN1)C1=CC=NC=C1